3-(4-isoquinolyl)-6-oxazol-2-yl-1H-thieno[3,2-d]pyrimidine-2,4-dione C1=NC=C(C2=CC=CC=C12)N1C(NC2=C(C1=O)SC(=C2)C=2OC=CN2)=O